O=C1NC(=C(C=C1C(=O)N)C1=CC=C(C=C1)OCC=1C=NC(=NC1)OC1COCC1)C(F)(F)F 2-oxo-5-(4-((2-((tetrahydrofuran-3-yl)oxy)pyrimidin-5-yl)methoxy)phenyl)-6-(trifluoromethyl)-1,2-dihydropyridine-3-carboxamide